copper trifluoroacetate monohydrate O.FC(C(=O)[O-])(F)F.[Cu+2].FC(C(=O)[O-])(F)F